C(#N)C=1C=C2C(=NC1)N(C=C2)C2=NC=C(C(=O)NC1CCN(CC1)CC=1C(=C3CN(C(C3=CC1)=O)C1C(NC(CC1)=O)=O)F)C(=C2)NC(C)C 6-(5-cyano-1H-pyrrolo[2,3-b]pyridin-1-yl)-N-(1-((2-(2,6-dioxopiperidin-3-yl)-4-fluoro-1-oxoisoindolin-5-yl)methyl)piperidin-4-yl)-4-(isopropylamino)nicotinamide